(diacetyl)-tin C(C)(=O)[Sn]C(C)=O